[3-({trans-3-[(5S)-5-(3,5-difluorophenyl)-3-oxo-6,7-dihydro-3H-pyrrolo[2,1-c][1,2,4]triazol-2(5H)-yl]cyclobutyl}oxy)phenyl]acetonitrile FC=1C=C(C=C(C1)F)[C@@H]1CCC2=NN(C(N21)=O)[C@@H]2C[C@H](C2)OC=2C=C(C=CC2)CC#N